BrC1=CC=C(C=C1)[C@]12[C@]3(C4=NC=C(C=C4O1)Cl)[C@H](C[C@H]2C2=CC=CC=C2)O3 |r| rac-(1as,3S,3aR,8bS)-3a-(4-bromophenyl)-6-chloro-3-phenyl-1a,2,3,3a-tetrahydro-oxireno(2'',3'':1',5')cyclopenta[1',2':4,5]furo[3,2-b]pyridine